ClC=1C=CC=C2C(=C(NC12)C(=O)OC)C1=NN(C=C1)C methyl 7-chloro-3-(1-methylpyrazol-3-yl)-1H-indole-2-carboxylate